(3S)-1,1-dihydroxymethyl-tetrahydro-beta-carboline-3-carboxylic acid benzyl ester C(C1=CC=CC=C1)OC(=O)[C@H]1NC(C2=NC3=CC=CC=C3C2C1)(CO)CO